N4-((R)-1-(3-amino-5-(trifluoromethyl)phenyl)ethyl)-N2-aminosulfonyl(pyrrolidin-1-yl)pyrido[3,4-d]pyrimidine-2,4-diamine NC=1C=C(C=C(C1)C(F)(F)F)[C@@H](C)NC=1C2=C(N=C(N1)NS(=O)(=O)N)C=NC=C2N2CCCC2